CC(C)CCC[C@@H](C)[C@H]1CC[C@H]2[C@@H]3CC=C4C[C@H](CC[C@]4(C)[C@H]3CC[C@]12C)OCCCCOC[C@@H](COCCC\C=C/CCCCC)N(C)C (2R)-1-{4-[(3β)-cholest-5-en-3-yloxy]butoxy}-3-[(4Z)-dec-4-en-1-yloxy]-N,N-dimethylpropan-2-amine